tert-butyl (3R,5R)-3-((4-chlorophthalazin-1-yl)amino)-5-fluoropiperidine-1-carboxylate ClC1=NN=C(C2=CC=CC=C12)N[C@H]1CN(C[C@@H](C1)F)C(=O)OC(C)(C)C